N-(3-(methylsulfonamido)phenyl)-2-(1H-pyrazol-1-yl)benzamide CS(=O)(=O)NC=1C=C(C=CC1)NC(C1=C(C=CC=C1)N1N=CC=C1)=O